((1S,2S,4S)-2-(methoxymethyl)-3-oxoquinuclidin-2-yl)methyl ethyl(((1R,2R,4R)-2-(methoxymethyl)-3-oxoquinuclidin-2-yl)methyl)carbamate C(C)N(C(OC[C@@]1(N2CCC(C1=O)CC2)COC)=O)C[C@@]2(N1CCC(C2=O)CC1)COC